C(C)(C)OC1=C(C#N)C=C(C=C1)C1=NC(=NO1)C1=C2CC/C(/C2=CC=C1)=N/OCCN1CCCCC1 (Z)-2-isopropoxy-5-(3-(1-((2-(piperidin-1-yl)ethoxy)imino)-2,3-dihydro-1H-inden-4-yl)-1,2,4-oxadiazol-5-yl)benzonitrile